ClC1=C(CN2CC(CCC2)C2=CC=NC=3N2N=C(C3CN(C)C)C)C=CC(=C1)Cl 1-(7-(1-(2,4-Dichlorobenzyl)piperidin-3-yl)-2-methylpyrazolo[1,5-a]pyrimidin-3-yl)-N,N-dimethylmethanamine